N-(4-(2,4-difluorophenoxy)-3-(6-methyl-2-carbonyl-2,3-dihydro-1H-pyrido[2,3-b][1,4]oxazin-8-yl)phenyl)ethanesulfonamide FC1=C(OC2=C(C=C(C=C2)NS(=O)(=O)CC)C2=CC(=NC=3OCC(NC32)=C=O)C)C=CC(=C1)F